C[Si](CCOCN1C=NC2=C1C(=CC=C2)C(=O)N)(C)C 3-(2-trimethylsilylethoxymethyl)benzimidazole-4-carboxamide